C1(=CC=CC=C1)C=1OC2=C(N1)C(=CC(=C2)C(=O)N2CCN(CC2)C2=NC1=CC=CC=C1C(N2)=O)C(F)(F)F 2-[4-[2-Phenyl-4-(trifluoromethyl)-1,3-benzoxazole-6-carbonyl]piperazin-1-yl]-3H-quinazolin-4-one